C(N)(OCCOCCOCCN)=O (2-(2-(2-aminoethoxy) ethoxy) ethyl) carbamate